N-(2-((2-((R)-4-isopropyl-2-oxoimidazolidin-1-yl)-2-(methylcarbamoyl)-2,3-dihydro-1H-inden-5-yl)amino)-1-(4-methylcyclohexyl)-2-oxoethyl)-1-methyl-1H-pyrazole-5-carboxamide C(C)(C)[C@H]1NC(N(C1)C1(CC2=CC=C(C=C2C1)NC(C(C1CCC(CC1)C)NC(=O)C1=CC=NN1C)=O)C(NC)=O)=O